BrC=1C=C2C(=NC1)N(C(=N2)N[C@@H]2C[C@H](CC2)NC2=CC=C(C=N2)N2C(C=CC(=C2)C=2C=NC(=NC2)C)=O)CC2=CC=C(C=C2)OC 6'-(((1S,3S)-3-((6-bromo-3-(4-methoxybenzyl)-3H-imidazo[4,5-b]pyridin-2-yl)amino)cyclopentyl)amino)-5-(2-methylpyrimidin-5-yl)-2H-[1,3'-bipyridin]-2-one